O=C1NC(CCC1C1=C(C=C(C=C1F)N1CC(C1)NC(CC1=CC(=C(C=C1)F)C)=O)F)=O N-(1-(4-(2,6-dioxopiperidin-3-yl)-3,5-difluorophenyl)azetidin-3-yl)-2-(4-fluoro-3-methylphenyl)acetamide